C([2H])([2H])([2H])N(C([2H])([2H])[2H])C[C@H]1[C@@H](C1)C(=O)NC1=CC=C2C(=N1)N(C=C2C=2C(=NC=CC2OC2CC2)OC)COCC[Si](C)(C)C trans-2-((bis(methyl-d3)amino)methyl)-N-(3-(4-cyclopropoxy-2-methoxypyridin-3-yl)-1-((2-(trimethylsilyl)ethoxy)methyl)-1H-pyrrolo[2,3-b]pyridin-6-yl)cyclopropane-1-carboxamide